O[C@](C[C@@]1(CO1)O)(C=C)C (2R,3R)-3-((R)-2-hydroxy-2-methylbutan-3-en-1-yl)oxiran-3-ol